O=C1NC(CCC1N1C(C2=CC=C(C=C2C1=O)C1(CCN(CC1)CC1=CC=C2CCN(C(C2=C1)=O)C1=NC=CC=C1)O)=O)=O 2-(2,6-dioxopiperidin-3-yl)-5-(4-hydroxy-1-((1-oxo-2-(pyridin-2-yl)-1,2,3,4-tetrahydroisoquinolin-7-yl)methyl)piperidin-4-yl)isoindoline-1,3-dione